[Br-].C(C)(=O)O[C@@H]1[C@]2(C)[C@@H](C[C@@H]1[N+]1(CCCC1)CC=C)[C@@H]1CC[C@H]3C[C@@H]([C@H](C[C@]3(C)[C@H]1CC2)N2CCOCC2)O (+)-(17β-acetoxy-3α-hydroxy-2β-morpholino-5α-androstan-16β-yl)-1-allyl-1-pyrrolidinium bromide